C1(=CC=CC=C1)CC(=O)NC=1SC2=C(N1)C=CC(=C2)N(C(=O)NC2=CC=C(C=C2)Cl)CCN2CCOCC2 1-(2-phenylacetylaminobenzo[d]thiazol-6-yl)-1-[2-(4-morpholinyl)ethyl]-3-(4-chlorophenyl)urea